C(C)(C)(C)OC(=O)C1=NN2C(CNCC2)=C1Br 3-bromo-4,5,6,7-tetrahydropyrazolo[1,5-a]pyrazine-2-carboxylic acid tert-butyl ester